6-(4-cyclopropyl-6-methoxypyrimidin-5-yl)-1H-pyrazolo[3,4-d]pyrimidine C1(CC1)C1=NC=NC(=C1C1=NC=C2C(=N1)NN=C2)OC